C1(CCC1)NC1=NC(=CC(=C1)C(=O)OC(C)(C)C)CC(C)C tert-Butyl 2-(cyclobutylamino)-6-isobutyl-pyridine-4-carboxylate